C(#N)C1=C(C=C(C=C1)C=C(C)C)N1CC2CN(CC2C1)C(=O)OC(C)(C)C tert-Butyl 2-[2-cyano-5-(2-methylprop-1-enyl)phenyl]-1,3,3a,4,6,6a-hexahydropyrrolo[3,4-c]pyrrole-5-carboxylate